C(C1=CC=CC=C1)OC1=C(OC2=NC=CC=C2C(CNC(OC(C)(C)C)=O)O)C=CC=C1 tert-butyl (2-(2-(2-(benzyloxy)phenoxy)pyridin-3-yl)-2-hydroxyethyl)carbamate